FC(CN1C[C@H](CC1)N1C(N=C2C1=C1C(N=C2)=NC=C1)[C@@H](C)O)(C(C(F)(F)F)(F)F)F (R)-1-(1-((S)-1-(2,2,3,3,4,4,4-heptafluorobutyl)pyrrolidin-3-yl)imidazolo[4,5-d]pyrrolo[2,3-b]pyridin-2-yl)ethanol